C(C)OC1=NC=2N(C=C1C(=O)NC1=CC=C(N=N1)N1C[C@H](N([C@H](C1)C)C(=O)OC(C)(C)C)C)C=C(N2)C tert-butyl (2R,6S)-4-(6-(7-ethoxy-2-methylimidazo[1,2-a]pyrimidine-6-carboxamido)pyridazin-3-yl)-2,6-dimethylpiperazine-1-carboxylate